ClC=1C=C(C=C(C1)Cl)C1=C(NC(=C1C)C1=CC=CC=C1)C(=O)N 3-(3,5-Dichlorophenyl)-4-methyl-5-phenyl-1H-pyrrole-2-carboxamide